F[C@H]1[C@@H](C1)C(=O)N1C2CN(CC1CC2)C=2C=1N(N=CC2)C=C(N1)C=1C=NN(C1)C ((1S,2R)-2-fluorocyclopropyl)(3-(2-(1-methyl-1H-pyrazol-4-yl)imidazo[1,2-b]pyridazin-8-yl)-3,8-diazabicyclo[3.2.1]octan-8-yl)methanone